Phenyl-Mercury Neodecanoate C(CCCCCC(C)(C)C)(=O)[O-].C1(=CC=CC=C1)[Hg+]